4-(5-(4-Aminopiperidin-1-yl)-2-(3-fluoro-4-methoxyphenyl)-1H-indol-1-yl)benzoic acid ethyl ester C(C)OC(C1=CC=C(C=C1)N1C(=CC2=CC(=CC=C12)N1CCC(CC1)N)C1=CC(=C(C=C1)OC)F)=O